CC1(OB(OC1(C)C)C=1C=C2C(=CC=NC2=CC1)C(C)(C)O)C 2-(6-(4,4,5,5-tetramethyl-1,3,2-dioxaborolan-2-yl)quinolin-4-yl)propan-2-ol